The molecule is an amino disaccharide consisting of N-acetyl-beta-D-glucosamine with an N-acetyl-beta-D-galactosaminyl residue atached at the 3-position. It is an amino disaccharide, a galactosamine oligosaccharide and a glucosamine oligosaccharide. CC(=O)N[C@@H]1[C@H]([C@H]([C@H](O[C@H]1O[C@@H]2[C@H]([C@@H](O[C@@H]([C@H]2O)CO)O)NC(=O)C)CO)O)O